(R or S)-2-(1-Cyclopropyl-2-hydroxy-2-methylpropyl)-7-(((6-methyl-[1,3]dioxolo[4,5-b]pyridin-7-yl)amino)methyl)isoindolin-1-one C1(CC1)[C@H](C(C)(C)O)N1C(C2=C(C=CC=C2C1)CNC1=C2C(=NC=C1C)OCO2)=O |o1:3|